(3-(4-(((2-acetamidoethyl)amino)methyl)-1H-1,2,3-triazol-1-yl)propoxy)-2,2'-dimethyl-[1,1'-biphenyl] C(C)(=O)NCCNCC=1N=NN(C1)CCCOC=1C(=C(C=CC1)C1=C(C=CC=C1)C)C